(S)-(5-(2-fluoropropan-2-yl)-1,3,4-oxadiazol-2-yl)(4-(4-methoxypyrazolo[1,5-a]pyridin-2-yl)-6,7-dihydro-1H-imidazo[4,5-c]pyridin-5(4H)-yl)methanone FC(C)(C)C1=NN=C(O1)C(=O)N1[C@@H](C2=C(CC1)NC=N2)C2=NN1C(C(=CC=C1)OC)=C2